2-phenyl-5-(4-biphenylyl)-1,3,4-oxadiazole C1(=CC=CC=C1)C=1OC(=NN1)C1=CC=C(C=C1)C1=CC=CC=C1